(S)-1-(5-(1-cyclopropyl-6-methyl-1H-indazol-5-yl)-1H-pyrrole-2-carbonyl)-N-(3,4,5-trifluorophenyl)pyrrolidine-3-carboxamide C1(CC1)N1N=CC2=CC(=C(C=C12)C)C1=CC=C(N1)C(=O)N1C[C@H](CC1)C(=O)NC1=CC(=C(C(=C1)F)F)F